BrC=1C(=C(C=CC1)N1N=C(C=C1C(=O)O)C(F)(F)F)F (3-bromo-2-fluorophenyl)-3-(trifluoromethyl)-1H-pyrazole-5-carboxylic acid